2-((3s,4r)-3-aminotetrahydro-2H-pyran-4-yl)-N-benzyl-3,5-dichlorothieno[3,2-b]pyridin-7-amine trifluoroacetate FC(C(=O)O)(F)F.N[C@@H]1COCC[C@H]1C1=C(C2=NC(=CC(=C2S1)NCC1=CC=CC=C1)Cl)Cl